5-bromo-2-(3-bromo-2-pyridyl)pyrazole-3-carboxylic acid BrC=1C=C(N(N1)C1=NC=CC=C1Br)C(=O)O